FC1=C2CN(CC2=CC(=C1)F)C(=O)NC1=CC=C(C=C1)C12CC(C1)(C2)C(=O)O 3-(4-(4,6-difluoroisoindoline-2-carboxamido)phenyl)bicyclo[1.1.1]pentane-1-carboxylic acid